7-bromo-6-iodoisoquinolin-3-amine BrC1=C(C=C2C=C(N=CC2=C1)N)I